3-[3-fluoro-4-[4-(piperazin-1-ylmethyl)-1-piperidyl]anilino]piperidine-2,6-dione FC=1C=C(NC2C(NC(CC2)=O)=O)C=CC1N1CCC(CC1)CN1CCNCC1